2-cyano-3-trifluoromethylpyrimidine C(#N)C1N=CC=CN1C(F)(F)F